1-{2-[(dimethylcarbamoyl)amino]acetyl}-4-fluoro-N-{[6-fluoro-5-(propan-2-yl)pyridin-2-yl](phenyl)methyl}pyrrolidine-2-carboxamide CN(C(=O)NCC(=O)N1C(CC(C1)F)C(=O)NC(C1=CC=CC=C1)C1=NC(=C(C=C1)C(C)C)F)C